Tert-butyl (12-(1-(2,6-dioxopiperidin-3-yl)-3-methyl-2-oxo-2,3-dihydro-1H-benzo[d]imidazol-5-yl)dodecyl)carbamate O=C1NC(CCC1N1C(N(C2=C1C=CC(=C2)CCCCCCCCCCCCNC(OC(C)(C)C)=O)C)=O)=O